1-(2-methoxypyridin-3-yl)hexan-1-ol COC1=NC=CC=C1C(CCCCC)O